methyl 2-(4-((tert-butoxycarbonyl)amino)phenoxy)acetate C(C)(C)(C)OC(=O)NC1=CC=C(OCC(=O)OC)C=C1